FC=1C(NC=CC1I)=O 3-fluoro-4-iodo-1H-pyridin-2-one